4-(4'-dimethylaminophenyl)benzoic acid CN(C1=CC=C(C=C1)C1=CC=C(C(=O)O)C=C1)C